methyl(ethylenimine) CN1CC1